N-[[4-[5-amino-4-cyano-1-(m-tolyl)pyrazol-3-yl]phenyl]methyl]-2-methoxy-benzamide NC1=C(C(=NN1C=1C=C(C=CC1)C)C1=CC=C(C=C1)CNC(C1=C(C=CC=C1)OC)=O)C#N